Methyl 4'-(1-((3,5-bis(trifluoromethyl)benzoyl)oxy)pentyl)-2',3',5',6'-tetrafluoro-5-methyl-1,4-dihydro-[1,1'-biphenyl]-2-carboxylate FC(C=1C=C(C(=O)OC(CCCC)C2=C(C(=C(C(=C2F)F)C2C(=CCC(=C2)C)C(=O)OC)F)F)C=C(C1)C(F)(F)F)(F)F